C(C)C=1C(N(C=CC1)C(CNS(=O)(=O)C)CO[C@@H]1CC[C@@H](CC1)C1=CC=CC=C1)=O N-[2-(3-ethyl-2-oxo-1,2-dihydropyridin-1-yl)-3-{[(CIS)-4-phenylcyclohexyl]oxy}propyl]methanesulfonamide